1-(4-(5-(2-chloro-4-(trifluoromethyl)phenyl)-2-(2-isobutoxy-6-methylphenyl)-4,5,6,7-tetrahydro-2H-pyrazolo[4,3-C]pyridin-3-yl)-2-fluorophenyl)urea ClC1=C(C=CC(=C1)C(F)(F)F)N1CC=2C(CC1)=NN(C2C2=CC(=C(C=C2)NC(=O)N)F)C2=C(C=CC=C2C)OCC(C)C